1-(3-chloropropyl)-piperazine ClCCCN1CCNCC1